COC1=CC(=C2C=CC=NC2=C1)C1(CC1)C=1C(=C(C(=O)N)C=C(C1)OCC1NCCCC1)C (1-(7-methoxyquinolin-5-yl)cyclopropyl)-2-methyl-5-(piperidin-2-yl-methoxy)benzamide